3-(4-bromo-7-(((2R,7aS)-2-fluorotetrahydro-1H-pyrrolizin-7a(5H)-yl)methoxy)furo[2,3-f]quinazolin-9-yl)-3,8-diazabicyclo[3.2.1]octane-8-carboxylate BrC1=C2C(=C3C(=NC(=NC3=C1)OC[C@]13CCCN3C[C@@H](C1)F)N1CC3CCC(C1)N3C(=O)[O-])OC=C2